C1(CC1)C(=O)NC1=CC=C(N=N1)C(=O)NC([2H])([2H])[2H] 6-(cyclopropanecarboxamido)-N-(trideuteromethyl)pyridazine-3-carboxamide